C(C)(C)C1=CC=C(C=C1)\C=C\C1=CC=C(C=C1)C trans-4-isopropyl-4'-methyl-stilbene